P(O)(O)=O.C1(=CC=CC=C1)C=1C(=C(C(=O)[Na])C(=CC1C)C)C phenyl-(2,4,6-trimethylbenzoyl)sodium phosphonate